2-(2,6-dioxo-3-piperidinyl)-5-(4-piperidinyloxy)-1H-Isoindole-1,3(2H)-dione O=C1NC(CCC1N1C(C2=CC=C(C=C2C1=O)OC1CCNCC1)=O)=O